N-Acetyl-L-valyl-N5-carbamoyl-L-ornithinamide C(C)(=O)N[C@@H](C(C)C)C(=O)N[C@@H](CCCNC(N)=O)C(=O)N